Tri(2-ethoxycarbonylethyl)amine C(C)OC(=O)CCN(CCC(=O)OCC)CCC(=O)OCC